BrC=1C=C(C=CC1)C1(COC1)CC(=O)O 2-(3-(3-bromophenyl)oxetan-3-yl)acetic acid